N[C@@H](CC(C)C)C(=O)N[C@@H](C(C)C)C(=O)O |&1:1,&2:9| DL-leucyl-DL-valine